3-(3-chloro-4-hydroxybenzamido)-N-(2-methoxyphenethyl)thiophene-2-carboxamide ClC=1C=C(C(=O)NC2=C(SC=C2)C(=O)NCCC2=C(C=CC=C2)OC)C=CC1O